(bis(4-chlorobenzyl)carbamoyl)-L-valyl-D-glutamic acid ClC1=CC=C(CN(C(=O)N[C@@H](C(C)C)C(=O)N[C@H](CCC(=O)O)C(=O)O)CC2=CC=C(C=C2)Cl)C=C1